CC=1C(=NC=CC1)C(=O)NC=1C=C2C(=NC1)NC(=C2)C2=CC=CC=C2 3-methyl-N-(2-phenyl-1H-pyrrolo[2,3-b]pyridin-5-yl)pyridine-2-carboxamide